CC1=CC=C(CC2=C3C(NC(C3=CC=C2)=O)=O)C=C1 (4-methylbenzyl)-1H-isoindole-1,3-dione